4-[(4-cyclohexylphenyl)amino]-2-(3-methoxypyrrolidin-1-yl)-6-(propan-2-yl)-5,6-dihydro-7H-pyrrolo[3,4-d]pyrimidin-7-one C1(CCCCC1)C1=CC=C(C=C1)NC=1C2=C(N=C(N1)N1CC(CC1)OC)C(N(C2)C(C)C)=O